ClC=1C2=C(N=CN1)N(C=C2)CC2=CC(=C(C=C2)Cl)F 4-chloro-7-(4-chloro-3-fluorobenzyl)-7H-pyrrolo[2,3-d]Pyrimidine